N-(1,1-dimethylsilacyclohexan-4-yl)-4-methyl-5-(trifluoromethyl)-1H-pyrrolo[2,3-c]pyridine-2-carboxamide C[Si]1(CCC(CC1)NC(=O)C1=CC=2C(=CN=C(C2C)C(F)(F)F)N1)C